ClC1=C(C(=CC(=C1)OC(F)(F)F)Cl)[N+]#[C-] 2,6-DICHLORO-4-(TRIFLUOROMETHOXY)PHENYLISOCYANIDE